C(C)(C)(C)C1=CC=C(C=C1)C=1OC2=C(C(C1OCCC)=O)C=CC=C2 (4-tert-butyl)phenyl-3-propoxy-4H-1-benzopyran-4-one